2,4-difluoro-N-(2-methoxy-5-(4-(piperidin-4-yl)quinazolin-6-yl)pyridin-3-yl)benzenesulfonamide FC1=C(C=CC(=C1)F)S(=O)(=O)NC=1C(=NC=C(C1)C=1C=C2C(=NC=NC2=CC1)C1CCNCC1)OC